ClC1=C(C=C(C=C1)[C@@H](NC(=O)[C@H]1NC(NC1)=O)C1=CC=C(C=C1)OC(F)(F)F)C#N (S)-N-((S)-(4-chloro-3-cyanophenyl)(4-(trifluoromethoxy)phenyl)methyl)-2-oxoimidazolidine-4-carboxamide